FC1=CC=C(C=C1)OC1=CC=C(C=C1)C 1-Fluoro-4-(p-tolyloxy)benzene